N-[7-benzyloxy-5-fluoro-6-(1,1,4-trioxo-1,2,5-thiadiazolidin-2-yl)-2-naphthyl]-2-[4-[1-(2,6-dioxo-3-piperidyl)-3-methyl-indazol-5-yl]-1-piperidyl]acetamide C(C1=CC=CC=C1)OC1=C(C(=C2C=CC(=CC2=C1)NC(CN1CCC(CC1)C=1C=C2C(=NN(C2=CC1)C1C(NC(CC1)=O)=O)C)=O)F)N1S(NC(C1)=O)(=O)=O